C(C)(C)C1=CC(=NN1)NC1=NC(=CN=C1)O[C@H]1[C@@H]([C@H]2CC[C@@H](C1)N2)C N-(5-isopropyl-1H-pyrazol-3-yl)-6-(((1R,2R,3R,5S)-2-methyl-8-azabicyclo[3.2.1]octan-3-yl)oxy)pyrazin-2-amine